4-aminoaniline NC1=CC=C(N)C=C1